C1(CC1)NC(C1=C(C=C(C=C1OC)NC1=NN2C(C=C(C=C2)C2=CC(=NC=C2F)C)=C1)OC)=O N-Cyclopropyl-4-((5-(5-fluoro-2-methylpyridin-4-yl)pyrazolo[1,5-a]pyridin-2-yl)amino)-2,6-dimethoxybenzamide